2,5-bis(tertbutyl-peroxy)hexane C(C)(C)(C)OOC(C)CCC(C)OOC(C)(C)C